C(C)C1=C(NC(=C1CC)C(=O)O)C(=O)O 3,4-diethyl-1H-pyrrole-2,5-dicarboxylic acid